C[C@H]1CN(CCN1C1=NC=C(C=N1)C(F)(F)F)C(=O)OCCC1=CNC(C(=C1)C(F)(F)F)=O 2-(6-Oxo-5-(trifluoromethyl)-1,6-dihydropyridin-3-yl)ethyl (S)-3-methyl-4-(5-(trifluoromethyl)pyrimidin-2-yl)piperazine-1-carboxylate